1-hexadecyl-2-(5Z,8Z,11Z,14Z-eicosatetraenoyl)-sn-glycero-3-phosphocholine CCCCCCCCCCCCCCCCOC[C@H](COP(=O)([O-])OCC[N+](C)(C)C)OC(=O)CCC/C=C\C/C=C\C/C=C\C/C=C\CCCCC